rac-2-(((8-bromo-6-cyclopropylimidazo[1,2-a]pyridin-2-yl)methyl)(4-methoxybenzyl)amino)-7-((1S*,2S*)-2-(4-methylpyrimidin-2-yl)cyclopropyl)pyrido[2,3-d]pyrimidin-5-ol BrC=1C=2N(C=C(C1)C1CC1)C=C(N2)CN(C=2N=CC1=C(N2)N=C(C=C1O)[C@@H]1[C@H](C1)C1=NC=CC(=N1)C)CC1=CC=C(C=C1)OC |r|